C1(=CC=CC=C1)C1=C(C(=CC(=C1)O)C1=CC=CC=C1)C1=C(C=C(C=C1C1=CC=CC=C1)O)C1=CC=CC=C1 2,2',6,6'-tetraphenyl-4,4'-dihydroxybiphenyl